3-acetyl-5,8-difluoro-2-(((5-(trifluoromethyl)furan-2-yl)methyl)sulfinyl)quinolin-4(1H)-one C(C)(=O)C1=C(NC2=C(C=CC(=C2C1=O)F)F)S(=O)CC=1OC(=CC1)C(F)(F)F